C(#N)C=1C=C(C=CC1)S(=O)(=O)NC1CC(C1)NC1=C2C(=NC=C1C=1OC(=CN1)S(=O)(=O)C)NC=C2 3-cyano-N-((1s,3s)-3-((5-(5-(methylsulfonyl)oxazol-2-yl)-1H-pyrrolo[2,3-b]pyridin-4-yl)amino)cyclobutyl)benzenesulfonamide